2-((1S,4S)-2,5-diazabicyclo[2.2.1]heptan-2-yl)ethan-1-ol hydrochloride Cl.[C@@H]12N(C[C@@H](NC1)C2)CCO